8-(1-(2,2-difluoroethyl)-1H-pyrazolo[3,4-b]pyrazin-6-yl)-6-methyl-2-(4-(trifluoromethyl)pyridin-2-yl)-2,8-diazaspiro[4.5]decan-3-one FC(CN1N=CC=2C1=NC(=CN2)N2CC(C1(CC(N(C1)C1=NC=CC(=C1)C(F)(F)F)=O)CC2)C)F